FC(F)C=1C(=NC=C(C1)C1=NC(=NC(=N1)N1C(COCC1)(C)C)N1C2COCC1COC2)N difluoromethyl-5-[4-(3,3-dimethylmorpholin-4-yl)-6-(3,7-dioxa-9-azabicyclo[3.3.1]nonan-9-yl)-1,3,5-triazin-2-yl]pyridin-2-amine